C1(CC1)C(=O)NC1=CC(=NC=N1)C1(C(OC2=CC=CC=C2C1)=O)C(=O)O [6-(cyclopropanecarbonylamino)pyrimidin-4-yl]oxo-chroman-3-carboxylic acid